N-(2-propylheptyl)-4-pyridinecarboxamide C(CC)C(CNC(=O)C1=CC=NC=C1)CCCCC